2-(4,6-dimethylpyrazolo[1,5-a]pyrazin-2-yl)-7-(1-methylpiperidin-4-yl)-4H-pyrimido[1,2-b]pyridazin-4-one CC=1C=2N(C=C(N1)C)N=C(C2)C=2N=C1N(N=C(C=C1)C1CCN(CC1)C)C(C2)=O